O1[C@H](COCC1)CN1N=C2C3=C(CC4(C2=C1)CC4)OC(=C3C)C(=O)O 2'-{[(2S)-1,4-dioxan-2-yl]methyl}-8'-methyl-2',5'-dihydrospiro[cyclopropane-1,4'-furo[2,3-g]indazole]-7'-carboxylic acid